6-Fluoro-4-(4-fluorophenyl)-N-((1-isopropylpiperidin-4-yl)methyl)-3,4-dihydroquinoxaline-1(2H)-carboxamide FC=1C=C2N(CCN(C2=CC1)C(=O)NCC1CCN(CC1)C(C)C)C1=CC=C(C=C1)F